(11R)-12-(Azetidin-3-yl)-6-(2,6-dimethylphenyl)-11-isobutyl-2,2-dioxo-9-oxa-2λ6-thia-3,5,12,19-tetrazatricyclo[12.3.1.14,8]nonadeca-1(18),4(19),5,7,14,16-hexaen-13-one N1CC(C1)N1[C@@H](COC2=CC(=NC(NS(C=3C=CC=C(C1=O)C3)(=O)=O)=N2)C2=C(C=CC=C2C)C)CC(C)C